N-(7-cyclopropyl-1-oxoisoindolin-4-yl)-3-((4,5-dimethylisoxazol-3-yl)ethynyl)benzenesulfonamide C1(CC1)C=1C=CC(=C2CNC(C12)=O)NS(=O)(=O)C1=CC(=CC=C1)C#CC1=NOC(=C1C)C